(S)-(1,3-Dimethyl-azetidin-3-yl)-(3-hydroxymethyl-phenyl)-(4-trifluoromethoxy-phenyl)-methanol CN1CC(C1)(C)[C@](O)(C1=CC=C(C=C1)OC(F)(F)F)C1=CC(=CC=C1)CO